2,2-methylenebis(3,4,6-trichlorophenol) C1=C(C(=C(C(=C1Cl)Cl)CC2=C(C(=CC(=C2Cl)Cl)Cl)O)O)Cl